CN(C1=CC(=C(C=C1)OCC(F)(F)F)[N+](=O)[O-])C N,N-dimethyl-3-nitro-4-(2,2,2-trifluoroethoxy)aniline